5-(tert-Butyl)-2-chlorobenzo[d][1,3,2]dioxaphosphol C(C)(C)(C)C1=CC2=C(OP(O2)Cl)C=C1